O1CC(CC1)C1(CC1)N1C=C2C(N=CN=C2)=CC1=O 6-(1-(tetrahydrofuran-3-yl)cyclopropyl)pyrido[4,3-d]pyrimidin-7(6H)-one